N[C@H]1CN(CCC1)C(=O)C=1C=C2OCCN3C(=NC(C1)=C32)C=3N(C2=CC(=CC=C2C3)OC)CC3=CC=C(C=C3)F (R)-(3-aminopiperidin-1-yl)(2-(1-(4-fluorobenzyl)-6-methoxy-1H-indol-2-yl)-3,4-dihydro-5-oxa-1,2a-diazaacenaphthylen-7-yl)methanone